N2-(4-methoxy-3-((tetrahydrofuran-2-yl)methoxy)phenyl)-N4,6-dimethylpyrimidine-2,4-diamine COC1=C(C=C(C=C1)NC1=NC(=CC(=N1)NC)C)OCC1OCCC1